(R)-S-(1-(3-(3,4-dimethoxyphenyl)-2,6-dimethylimidazo[1,2-b]pyridazin-8-yl)pyrrolidin-3-yl) ethanethioate C(C)(S[C@H]1CN(CC1)C=1C=2N(N=C(C1)C)C(=C(N2)C)C2=CC(=C(C=C2)OC)OC)=O